4,4,5,5-tetramethyl-2-(2-methylfuran-3-yl)-1,3,2-dioxaborolane CC1(OB(OC1(C)C)C1=C(OC=C1)C)C